BrC(CO)C 2-Bromopropane-1-ol